Cl.FC(C1=CC=2N(C=C1NC(=O)N1CCC=3C1=NC=CC3N3C[C@H](N[C@H](C3)C)C)C=C(N2)C)F N-(7-(difluoromethyl)-2-methylimidazo[1,2-a]pyridin-6-yl)-4-((3R,5S)-3,5-dimethylpiperazin-1-yl)-2,3-dihydro-1H-pyrrolo[2,3-b]pyridine-1-carboxamide hydrochloride